[Si](C1=CC=CC=C1)(C1=CC=CC=C1)(C(C)(C)C)OC(C(=O)OCCCCCCCC(=O)OC\C=C/CCCCCC)CC(=O)OCCCCCCCC(=O)OC\C=C/CCCCCC bis(8-(((Z)-non-2-en-1-yl)oxy)-8-oxooctyl) 2-((tert-butyldiphenylsilyl)oxy)succinate